[Br-].COCCOCCOC=1C=C(CC2=C3C(C(=NC3=CC=C2)C)(C)C)C=C(C1)OCCOCCOC 3,5-bis(2-(2-methoxyethoxy)ethoxy)benzyl-2,3,3-trimethyl-3H-indole bromide salt